ClC=1C=NN2C1N=C(C=C2)N2CCN(CC2)C(=O)OC(C)(C)C tert-butyl 4-(3-chloropyrazolo[1,5-a]pyrimidin-5-yl)piperazine-1-carboxylate